CS(=O)(=O)O[C@@H]1[C@H](N(CC1)C1=NC(=CC(=C1C#N)C(F)(F)F)C)C(NC1=CC=C(C=C1)Br)=O [(2S,3S)-2-[(4-bromophenyl)carbamoyl]-1-[3-cyano-6-methyl-4-(trifluoromethyl)-2-pyridyl]pyrrolidin-3-yl] methanesulfonate